C1(=CC=CC=C1)P(CCCCP(C1=CC=CC=C1)C1=CC=CC=C1)C1=CC=CC=C1 4-diphenylphosphinobutyl-(diphenyl)phosphine